6-butyloxymethoxy-1,3-dimethylhexylmagnesium iodide C(CCC)OCOCCCC(CC(C)[Mg]I)C